phenyl-tert-butyl iodide C1(=CC=CC=C1)CC(C)(C)I